C(C)(C)(C)N1CCN(CC1)C=1C=C(C=CC1)C=1C(=C(C=C(C1)F)C1=CC(=C(C=C1)NC(=O)NC)Cl)O 1-(3''-(4-(tert-Butyl)piperazin-1-yl)-3-chloro-5'-fluoro-2'-hydroxy-[1,1':3',1''-terphenyl]-4-yl)-3-methylurea